C(C)(C)(C)OC(=O)N1CCC(CC1)C=1C=C2C(=C(N(C2=CC1)C(=O)OC(C)(C)C)C1=CN(C(C(=C1)C=C)=O)CC)C(C)C tert-Butyl 5-(1-(tert-butoxycarbonyl)piperidin-4-yl)-2-(1-ethyl-6-oxo-5-vinyl-1,6-dihydropyridin-3-yl)-3-isopropyl-1H-indole-1-carboxylate